tert-Butyl 4-(1-Hydroxycyclopropyl)-2-azabicyclo[2.2.2]octane-2-carboxylate OC1(CC1)C12CN(C(CC1)CC2)C(=O)OC(C)(C)C